N-[1-(2-fluorophenyl)cyclopropyl]-5-[5-(trifluoromethyl)-1,3,4-oxadiazol-2-yl]pyrimidin-2-amine FC1=C(C=CC=C1)C1(CC1)NC1=NC=C(C=N1)C=1OC(=NN1)C(F)(F)F